CC(CCCC)CCCCCCCCCCCCCCCCCC 5-Methyltricosane